3-((4-amino-7-(4-(methyl(2-(methylamino)ethyl)amino)benzyl)imidazo[2,1-f][1,2,4]triazin-2-yl)oxy)hexan-1-ol NC1=NC(=NN2C1=NC=C2CC2=CC=C(C=C2)N(CCNC)C)OC(CCO)CCC